5',5'-Difluoro-4,5,5',6'-tetrahydro-2H-spiro[furan-3,8'-pyrano[3,4-b]pyridine] 1'-oxide FC1(COC2(C3=[N+](C=CC=C31)[O-])COCC2)F